tert-Butyl 2-(2-chloropyrimidin-5-yl)-6-cyano-1H-indole-1-carboxylate ClC1=NC=C(C=N1)C=1N(C2=CC(=CC=C2C1)C#N)C(=O)OC(C)(C)C